FC(CNC(=O)C=1C=NN2C1C=C(C=C2)C2=CNC=1N=C(N=CC12)N[C@H](C(F)(F)F)C)F (S)-N-(2,2-difluoroethyl)-5-(2-((1,1,1-trifluoropropan-2-yl)amino)-7H-pyrrolo[2,3-d]pyrimidin-5-yl)pyrazolo[1,5-a]pyridine-3-carboxamide